C(C)(C)(C)OC(=O)N1C[C@@H]([C@H](CC1)C1=CC=C(C=C1)Br)F.C(C)N1CC(CCC1)F 1-ethyl-3-fluoro-piperidine tert-butyl-(3R,4R)-4-(4-bromophenyl)-3-fluoropiperidine-1-carboxylate